6-(6-bromo-3-ethylsulfonyl-imidazo[1,2-a]pyridin-2-yl)-3-(trifluoromethyl)-7H-pyrrolo[3,4-b]pyridin-5-one BrC=1C=CC=2N(C1)C(=C(N2)N2CC1=NC=C(C=C1C2=O)C(F)(F)F)S(=O)(=O)CC